2-[(6AR)-1,4-dichloro-6,6a,7,8,9,10-hexahydro-12H-pyrazino[2,1-c]pyrido[3,4-f][1,4]oxazepin-3-yl]-3-fluorophenol ClC1=NC(=C(C2=C1CN1[C@@H](CO2)CNCC1)Cl)C1=C(C=CC=C1F)O